(1R,3R)-trans-cyclopentan-3-ol C1CC(CC1)O